C(C)(=O)O[C@H]1[C@H](O[C@H]([C@@H]([C@H]1OC(C)=O)NC(C)=O)SCCC(=O)OC)COC(C)=O (2R,3R,4R,5R,6S)-5-acetamido-2-(acetoxymethyl)-6-((3-methoxy-3-oxopropyl)thio)tetrahydro-2H-pyran-3,4-diyl diacetate